Br.ClC1=CC=C(C=C1)CCN 2-(4-chlorophenyl)ethylamine hydrobromide